[3-(4-fluoro-benzenesulfonylamino)-1,2,3,4-tetrahydro-carbazol-9-yl]-acetic acid FC1=CC=C(C=C1)S(=O)(=O)NC1CCC=2N(C3=CC=CC=C3C2C1)CC(=O)O